2-(4,4-Difluorocyclohexyl)-3-fluoro-5-iodopyridine FC1(CCC(CC1)C1=NC=C(C=C1F)I)F